OC1=C(C(=CC(=C1C(=O)NC1(CCCC1)C(F)(F)F)CCCCC)O)C1=C(C=CC(=C1)C)C(=C)C 2,6-dihydroxy-5'-methyl-4-pentyl-2'-(prop-1-en-2-yl)-N-(1-(trifluoromethyl)cyclopentyl)-[1,1'-biphenyl]-3-carboxamide